2-[1-(3-Cyano-6-methyl-4-oxo-2-phenyl-chromen-8-yl)ethylamino]benzoic acid C(#N)C1=C(OC2=C(C=C(C=C2C1=O)C)C(C)NC1=C(C(=O)O)C=CC=C1)C1=CC=CC=C1